C1(=O)OC(C2=CC=CC=C12)=O.[Cu] copper phthalideOne